[Li+].P(=O)([O-])(O)O.COC1=CC(=CC=C1O)\C=C\C(=O)CC(=O)\C=C\C1=CC=C(O)C(OC)=C1 curcumin monophosphate monolithium salt